N-(2-(5-(Ethylthio)-1H-indol-3-yl)ethyl)acetamide C(C)SC=1C=C2C(=CNC2=CC1)CCNC(C)=O